4-(2-hydroxypropan-2-yl)-5-methylfuran-2-sulphonamide OC(C)(C)C=1C=C(OC1C)S(=O)(=O)N